CC1=C(C=CC=C1C1=CC=2N(C=C1)C(=CN2)C2=CC=C(CNC1(COC1)C(=O)O)C=C2)C2=CC=CC=C2 3-((4-(7-(2-methyl-[1,1'-biphenyl]-3-yl)imidazo[1,2-a]pyridin-3-yl)benzyl)amino)oxetane-3-carboxylic acid